3-(5-(6-fluoro-3-methylindoline-1-carbonyl)-1-oxoisoindolin-2-yl)piperidine-2,6-dione FC1=CC=C2C(CN(C2=C1)C(=O)C=1C=C2CN(C(C2=CC1)=O)C1C(NC(CC1)=O)=O)C